5-[(2S)-2-amino-1,1-difluoropropyl]-6-bromo-N-(thiophen-2-ylmethyl)thieno[3,2-c][1,2]thiazol-3-amine N[C@H](C(F)(F)C1=C(C2=NSC(=C2S1)NCC=1SC=CC1)Br)C